(3-Hydroxypyrrolidin-1-yl)(2-methyl-5-(4,4,5,5-tetramethyl-1,3,2-dioxaborolan-2-yl)phenyl)methanone OC1CN(CC1)C(=O)C1=C(C=CC(=C1)B1OC(C(O1)(C)C)(C)C)C